2,6-dichloro-4-(1,1-dioxo-1,4-thiazinan-4-yl)benzoic acid methyl ester COC(C1=C(C=C(C=C1Cl)N1CCS(CC1)(=O)=O)Cl)=O